N-[2-[2-[(4-amino-2-butyl-1H-imidazo[4,5-c]quinolin-1-yl)oxy]ethoxy]ethyl]-4-(tridecylthio)butanamide NC1=NC=2C=CC=CC2C2=C1N=C(N2OCCOCCNC(CCCSCCCCCCCCCCCCC)=O)CCCC